FC1(CCN(CC1)C(=O)C1=CC2=CC=CC=C2C=C1C)F 2-(4,4-difluoropiperidine-1-carbonyl)-3-methylnaphthalene